N-(5-((5-cyano-4-((3,7,7-trimethylbicyclo[2.2.1]heptan-2-yl)amino)-pyrimidin-2-yl)amino)-2-((2-(dimethylamino)ethyl)(methyl)amino)-4-methoxyphenyl)-acrylamide C(#N)C=1C(=NC(=NC1)NC=1C(=CC(=C(C1)NC(C=C)=O)N(C)CCN(C)C)OC)NC1C2CCC(C1C)C2(C)C